3-hydroxypropyl-thiouric acid OCCCS=C1NC(C=2NC(NC2N1)=O)=O